2-octene carbonate C(O)(O)=O.CC=CCCCCC